NC=1C=C(C=CC1NC1CCCCC1)S(=O)(=O)NCCN1CCOCC1 3-amino-4-(cyclohexylamino)-N-(2-morpholinoethyl)benzenesulfonamide